BrC1=CC=C2C(=CC=NC2=C1)C1=CC=C(S1)SC(C(=O)O)(C)C 2-(5-(7-bromoquinolin-4-yl)thiophen-2-ylsulfanyl)-2-methylpropionic acid